OC1=C(C=C(NC2=NC(=NC(=N2)SCCCCCCCC)SCCCCCCCC)C=C1C(C)(C)C)C(C)(C)C (4-hydroxy-3,5-di-tert-butylanilino)-2,4-di-n-octylthio-1,3,5-triazine